O=C1NC(CC[C@@H]1N1C(C2=CC=C(C=C2C1=O)NC1CC(C1)OC1=CC=C(C=C1)C(C)(C)C1=CC=C(OCC2=NC(=NC=C2)NC#N)C=C1)=O)=O N-(4-((4-(2-(4-((1s,3s)-3-((2-(2,6-dioxopiperidin-3-yl)-1,3-dioxoisoindolin-5-yl)amino)cyclobutyloxy)phenyl)propan-2-yl)phenoxy)methyl)pyrimidin-2-yl)cyanamide